C(C1=CC=CC=C1)OC(=O)N1CC(N(CC1)C1=C(C=C(C=C1)[N+](=O)[O-])[N+](=O)[O-])C(=O)O 4-((Benzyloxy)carbonyl)-1-(2,4-dinitrophenyl)piperazine-2-carboxylic acid